CN(CCCCCCNC(C1=CC=C(C=C1)[76Br])=O)C N-(6-(dimethylamino)hexyl)-4-[76Br]bromobenzamide